FC1=CC2=C(N(C=N2)C2=NC(=CC(=N2)N=S(=O)(C)C)N2[C@@H](COCC2)C)C=C1F (R)-((2-(5,6-difluoro-1H-benzo[d]imidazol-1-yl)-6-(3-methylmorpholino)-pyrimidin-4-yl)imino)-dimethyl-λ6-sulfanone